C1(CCC1)OC=1C=C(C(=O)O)C=CN1 2-cyclobutoxyisonicotinic acid